9,10-diphenyl-2-[N-phenyl-N-(9-phenyl-carbazol-3-yl)amino]-anthracene C1(=CC=CC=C1)C=1C2=CC=CC=C2C(=C2C=CC(=CC12)N(C=1C=CC=2N(C3=CC=CC=C3C2C1)C1=CC=CC=C1)C1=CC=CC=C1)C1=CC=CC=C1